C1(CC1)C=1C(=CC(N2C(CSC12)C(=O)O)=O)COC=1C=2C=CN(NC2C=CC1)C 7-cyclopropyl-6-[(2-methyl-1-aza-2-aza-1H-naphthalen-5-oxy)methyl]-4-oxo-1-thia-3a-aza-3-indancarboxylic acid